N-((5-cyclopropyl-1H-indazol-4-yl)methyl)-3,4,5-trifluorobenzamide C1(CC1)C=1C(=C2C=NNC2=CC1)CNC(C1=CC(=C(C(=C1)F)F)F)=O